ethyl 3-amino-2-chloro-5-fluoro-6-(5-methyl-1H-indazol-4-yl)isonicotinate NC1=C(C(=O)OCC)C(=C(N=C1Cl)C1=C2C=NNC2=CC=C1C)F